tert-butyl 6-[6-carbamothioyl-3-fluoro-7-(4-fluoro-2-methoxy-phenyl)thieno[3,2-c]pyridin-4-yl]-3,4-dihydro-1H-isoquinoline-2-carboxylate C(N)(=S)C1=C(C2=C(C(=N1)C=1C=C3CCN(CC3=CC1)C(=O)OC(C)(C)C)C(=CS2)F)C2=C(C=C(C=C2)F)OC